C(C)(C)(C)OC(NC(C(C1=CC=CC=C1)=O)C)=O tert-Butyl(1-oxo-1-phenylpropan-2-yl)carbamate